C(C)[C@@H]1N(CC[C@@H](C1)C1=NN=CN1C)C(=O)OC(C)(C)C tert-Butyl (2S,4S)-2-ethyl-4-(4-methyl-4H-1,2,4-triazol-3-yl)piperidine-1-carboxylate